(3S)-1-[(2R)-2-[[4-(2,6-dimethylphenyl)-7-quinolyl]oxy]propanoyl]piperidine-3-carboxylic acid CC1=C(C(=CC=C1)C)C1=CC=NC2=CC(=CC=C12)O[C@@H](C(=O)N1C[C@H](CCC1)C(=O)O)C